2-(7,7-dimethyl-7H-benzo[c]fluoren-11-yl)-4,4,5,5-tetramethyl-1,3,2-dioxaborolane CC1(C=2C=CC=C(C2C=2C3=C(C=CC12)C=CC=C3)B3OC(C(O3)(C)C)(C)C)C